COC(=O)NC1=NC2=C(N1)C=CC(=C2)OC2=CC=C(C=C2)N(C2CN(C2)C(=O)OC(C)(C)C)C tert-butyl 3-((4-((2-((methoxycarbonyl)amino)-1H-benzo[d]imidazol-5-yl)oxy)phenyl) (methyl)amino)azetidine-1-carboxylate